C(C)(C)(C)OC(=O)NCCCCCCCCCC(=O)O 10-(tert-butoxycarbonylamino)decanoic acid